CCOC1=CC2=C(C=C1)C(=NN(C2=O)CC(=O)N(C)C3=CC4=C(C=C3)N=C(O4)C)C5=CC(=CC=C5)F 2-(7-ethoxy-4-(3-fluorophenyl)-1-oxophthalazin-2(1H)-yl)-N-methyl-N-(2-methylbenzo[d]oxazol-6-yl)acetamide